NC1=NN(C2=CC(=CC(=C12)C1=CC=C(C=C1)C1=C(C(N(C(N1C(C)C)=O)C1=NC=CC=C1)=O)C(=O)N)C1CCN(CC1)C(C(C)C)=O)CC (4-(3-amino-1-ethyl-6-(1-isobutyrylpiperidin-4-yl)-1H-indazol-4-yl)phenyl)-1-isopropyl-2,4-dioxo-3-(pyridin-2-yl)-1,2,3,4-tetrahydropyrimidine-5-carboxamide